N-(4-((4-(4,4,5,5-tetramethyl-1,3,2-dioxaborolan-2-yl)phenyl)sulfonyl)cyclohexyl)-5-(trifluoromethyl)pyridin-2-amine CC1(OB(OC1(C)C)C1=CC=C(C=C1)S(=O)(=O)C1CCC(CC1)NC1=NC=C(C=C1)C(F)(F)F)C